O(C)C1=C(C=CC=C1)OC 1,2-dimethoxylbenzene